(R)-2-((7-(3-chloro-4-fluorophenyl)-4,5,6,7-tetrahydrobenzo[d]thiazol-2-yl)amino)-2-oxoethyl (2-(dimethylamino)ethyl)sulfamate CN(CCNS(OCC(=O)NC=1SC2=C(N1)CCC[C@@H]2C2=CC(=C(C=C2)F)Cl)(=O)=O)C